methyl 2-(((R)-2-((tert-butoxycarbonyl)amino)propyl)amino)-2-(3-(trifluoromethyl)phenyl)acetate C(C)(C)(C)OC(=O)N[C@@H](CNC(C(=O)OC)C1=CC(=CC=C1)C(F)(F)F)C